(R)-1-Methyl-5-oxo-N-(5-(4-(trifluoromethyl)phenoxy)-2,3-dihydrobenzofuran-7-yl)pyrrolidine-2-carboxamide CN1[C@H](CCC1=O)C(=O)NC1=CC(=CC=2CCOC21)OC2=CC=C(C=C2)C(F)(F)F